C=1(C(=CC=CC1O)CC=O)C cresol-acetaldehyde